ClC1=C(C=CC=C1)N1C(O[C@]2(C1)C[C@H](C(CC2)(F)F)CN2C=NC1=C2C=C(C=C1)C#N)=O 1-(((5S,7S)-3-(2-chlorophenyl)-8,8-difluoro-2-oxo-1-oxa-3-azaspiro[4.5]decan-7-yl)methyl)-1H-benzo[d]imidazole-6-carbonitrile